N1(C2=C(OCCC1)N=C1C(=C2)C=CN1)C1=C(C(=O)NS(=O)(=O)C2=CC(=C(C=C2)OCC2CCC(CC2)(C)O)[N+](=O)[O-])C=CC=C1 2-(3,4-dihydro-2H-pyrrolo[3',2':5,6]pyrido[2,3-b][1,4]oxazepin-1(7H)-yl)-N-((4-(((1r,4r)-4-hydroxy-4-methylcyclohexyl)methoxy)-3-nitrophenyl)sulfonyl)benzamide